(3R,4S)-1-(4-((8-((2R,3S)-3-(((S)-(cyclopropylmethyl)sulfinyl)methyl)-2-Methylazetidin-1-yl)-5-isopropylisoquinolin-3-yl)amino)pyrimidin-2-yl)-3-fluoro-3-methylpiperidin-4-ol C1(CC1)C[S@](=O)C[C@@H]1[C@H](N(C1)C=1C=CC(=C2C=C(N=CC12)NC1=NC(=NC=C1)N1C[C@@]([C@H](CC1)O)(C)F)C(C)C)C